para-octyl-benzenesulfonic acid sodium salt [Na+].C(CCCCCCC)C1=CC=C(C=C1)S(=O)(=O)[O-]